1,3,5-Trimethylpyrazole-4-carboxylic acid CN1N=C(C(=C1C)C(=O)O)C